F[B-](F)(F)F.C1C=CC=C1.[CH-]1C=CC=C1.[Fe+2] ferrocenium tetrafluoroborate